FC1=C(CC2=NC3=C(N2CCOC)C=C(C=C3)C(=O)O)C=C(C(=C1)C1=NC(=CC=C1)OCC1=C(C=C(C=C1)C=1C=NC=CC1)F)F 2-(2,5-difluoro-4-(6-((2-fluoro-4-(pyridin-3-yl)benzyl)oxy)pyridin-2-yl)benzyl)-1-(2-methoxyethyl)-1H-benzo[d]imidazole-6-carboxylic acid